C(C)(C)(C)N(C([O-])=O)[C@@H](CONC(=O)[C@H]1N2C(N([C@H](CC1)C2)OS(=O)(=O)O)=O)C.C(CCC)[N+](CCCC)(CCCC)CCCC tetrabutylammonium tert-butyl-{(2R)-1-[({[(2S,5R)-7-oxo-6-(sulfooxy)-1,6-diazabicyclo[3.2.1]oct-2-yl]carbonyl}amino)oxy]propan-2-yl}carbamate